FC1=C(C=CC=C1CC=1C(OC2=CC(=CC=C2C1C)OC1=NC=CC=C1F)=O)S(=O)(=O)Cl 2-fluoro-3-[[7-[(3-fluoro-2-pyridyl)oxy]-4-methyl-2-oxo-chromen-3-yl]methyl]benzenesulfonyl chloride